methyl 3-(2-(((1S,3S)-3-((4-(((tert-butoxycarbonyl)amino)methyl)cyclohexyl)amino)cyclopentyl)amino)-5-(Trifluoromethyl)pyrimidin-4-yl)-7-(dimethylphosphoryl)-1H-indole-6-carboxylate C(C)(C)(C)OC(=O)NCC1CCC(CC1)N[C@@H]1C[C@H](CC1)NC1=NC=C(C(=N1)C1=CNC2=C(C(=CC=C12)C(=O)OC)P(=O)(C)C)C(F)(F)F